(R)-3-chloro-7,8,8a,9-tetrahydro-1H,6H-pyrrolo[1',2':3,4]imidazo[1,2-c]pyrimidin-1-one ClC=1C=C2N(C(N1)=O)C[C@@H]1N2CCC1